[5-amino-2-(4-methylpiperazin-1-yl)phenyl]methanol NC=1C=CC(=C(C1)CO)N1CCN(CC1)C